OCC=1CC[C@H]([C@@H](C1)C=1C(=CC(=CC1O)CCCCC)O)C(=C)C (1'R,2'R)-5'-(hydroxymethyl)-4-pentyl-2'-(prop-1-en-2-yl)-1',2',3',4'-tetrahydro-[1,1'-biphenyl]-2,6-diol